C1(CCC1)C(\C=N\[S@@](=O)C(C)(C)C)CC (S)-N-((E)-2-cyclobutylbutylidene)-2-methylpropane-2-sulfinamide